C[C@H]([C@@H](C(=O)NC(=O)[C@@]1([C@@H]([C@@H]([C@H](O1)CO)O)O)N2C=NC3=C(N=CN=C32)N)N)O threonylcarbamoyladenosine